1-((2-(2,6-dioxopiperidin-3-yl)-1,3-dioxoisoindolin-4-yl)sulfanyl)-3,6,9,12,15-pentaoxaoctadecane-18-oic acid O=C1NC(CCC1N1C(C2=CC=CC(=C2C1=O)SCCOCCOCCOCCOCCOCCC(=O)O)=O)=O